C(CC)N1C2=C(NC(C3=C1C=CC=C3)=O)C=C(C=C2)OC(F)(F)F 5-propyl-8-(trifluoromethoxy)-5,10-dihydro-11H-dibenzo[b,e][1,4]diazepin-11-one